C1(=CC=CC=C1)CC(=O)N1CC2=C(N=C(N=C2)N2C3CN(CC2CC3)C(=O)OC(C)(C)C)CC1 tert-butyl 8-(6-(2-phenylacetyl)-5,6,7,8-tetrahydropyrido[4,3-d]pyrimidin-2-yl)-3,8-diazabicyclo[3.2.1]octane-3-carboxylate